FC1=C(C(=NC=C1)C)N fluoro-2-methylpyridin-3-amine